C(C1=CC=CC=C1)OC1=CC=C(C=C1)[C@H](CN1N=C2C=CC=C(C2=C1)Br)O (1R)-1-[4-(benzyloxy)phenyl]-2-(4-bromo-2H-indazol-2-yl)ethan-1-ol